N-acetyl-S-((2-chlorobenzyl)thio)-L-cysteine C(C)(=O)N[C@@H](CSSCC1=C(C=CC=C1)Cl)C(=O)O